10-(4-chlorophenyl)phenothiazine ClC1=CC=C(C=C1)N1C2=CC=CC=C2SC=2C=CC=CC12